ClC1=CC=C(C=C1)SC[C@@H]1CN([C@H](O1)C(F)(F)F)C1=CC(=C(C#N)C=C1)C(F)(F)F 4-((2R,5S)-5-(((4-Chlorophenyl)thio)methyl)-2-(trifluoromethyl)oxazolidin-3-yl)-2-(trifluoromethyl)benzonitril